1-((1-(tert-butyl)-1H-tetrazol-5-yl)(naphthalen-1-yl)methyl)-4-(3,5-dichloropyridin-4-yl)piperazine C(C)(C)(C)N1N=NN=C1C(N1CCN(CC1)C1=C(C=NC=C1Cl)Cl)C1=CC=CC2=CC=CC=C12